OC1CC(N(C(C1)(C)C)O)(C)C 4-hydroxy-2,2,6,6-tetramethyl-piperidinol